azidoarginine, azide N(=[N+]=[N-])N[C@@H](CCCNC(N)=N)C(=O)N=[N+]=[N-]